CN1CCC2=C1N=C(N=C2C2=C1C=NN(C1=CC=C2C)C2OCCCC2)N2CC1(CN(C1)C(=O)OC(C)(C)C)CC2 tert-butyl 6-(7-methyl-4-(5-methyl-1-(tetrahydro-2H-pyran-2-yl)-1H-indazol-4-yl)-6,7-dihydro-5H-pyrrolo[2,3-d]pyrimidin-2-yl)-2,6-diazaspiro[3.4]octane-2-carboxylate